FC1=C(C(=C(C=C1C1=NN(C2=CC(=CC(=C12)F)N1C2(CC2)COCC1)C)C(F)(F)F)F)O 2,6-Difluoro-3-(4-fluoro-1-methyl-6-(7-oxa-4-azaspiro[2.5]octan-4-yl)-1H-indazol-3-yl)-5-(trifluoromethyl)phenol